N-(4,4-difluoro-1-hydroxy-2-methylbutan-2-yl)-6-(2-methoxyphenoxy)-2-methylindolizine-3-carboxamide FC(CC(CO)(C)NC(=O)C1=C(C=C2C=CC(=CN12)OC1=C(C=CC=C1)OC)C)F